ethyl 2-[3-(1-acetylazetidin-3-yl)indazol-1-yl]acetate C(C)(=O)N1CC(C1)C1=NN(C2=CC=CC=C12)CC(=O)OCC